[B].[F].C(C=C)(=O)O acrylic acid fluorine boron